(1S,2S)-N-(3-{5,7-dimethoxy-[1,3]thiazolo[4,5-b]pyridin-6-yl}-1H-pyrrolo[2,3-b]pyridin-6-yl)-2-[(dimethylamino)methyl]cyclopropane-1-carboxamide COC1=C(C(=C2C(=N1)N=CS2)OC)C2=CNC1=NC(=CC=C12)NC(=O)[C@@H]1[C@H](C1)CN(C)C